(4-chloro-6-(4-((1,3-dihydroisobenzofuran-5-yl)oxy)piperidin-1-yl)-5-methylpyrimidin-2-yl)methanol ClC1=NC(=NC(=C1C)N1CCC(CC1)OC=1C=C2COCC2=CC1)CO